(2-methoxy-6-(trifluoromethyl)phenyl)(2-methyl-3-phenyl-2,4,5,7-tetrahydro-6H-pyrazolo[3,4-c]pyridin-6-yl)methanone COC1=C(C(=CC=C1)C(F)(F)F)C(=O)N1CC=2C(CC1)=C(N(N2)C)C2=CC=CC=C2